oxa-tryptamine NOCC1=CNC2=CC=CC=C12